1-((1r,4r)-4-methoxycyclohexyl)-3-methyl-N-(7-methyl-[1,2,4]triazolo[1,5-a]pyridin-6-yl)-1H-pyrazolo[3,4-d]pyrimidin-6-amine COC1CCC(CC1)N1N=C(C=2C1=NC(=NC2)NC=2C(=CC=1N(C2)N=CN1)C)C